FC(C(=O)O)(F)F.ClC1=CC=C(C2=C1N(C(=N2)N)C)C=2COCC2 7-chloro-4-(2,5-dihydrofuran-3-yl)-1-methyl-benzimidazol-2-amine trifluoroacetate